C(C1=CC=CC=C1)SC(NC#N)=NC S-benzyl-N-cyano-N'-methylisothiourea